5-Methyl-N4-(3-[3-(methylethyl)ureido]phenyl)-N2-[4-(4-methylpiperazin-1-yl)phenyl]pyrimidine-2,4-diamine CC=1C(=NC(=NC1)NC1=CC=C(C=C1)N1CCN(CC1)C)NC1=CC(=CC=C1)NC(=O)NC(C)C